4-[3-(4-benzyloxyphenyl)-1-methyl-pyrazol-4-yl]pyridine C(C1=CC=CC=C1)OC1=CC=C(C=C1)C1=NN(C=C1C1=CC=NC=C1)C